C(C)(C)(C)OC(=O)NC=1SC=C(N1)/C(/C(=O)ON1C(CCC1=O)=O)=N/OC1(CCC(CC1)(F)F)C(=O)OC(C)(C)C tert-butyl 1-{[(Z)-(1-{2-[(tert-butoxycarbonyl)amino]-1,3-thiazol-4-yl}-2-[(2,5-dioxopyrrolidin-1-yl)oxy]-2-oxoethylidene)amino]oxy}-4,4-difluorocyclohexane-1-carboxylate